4-(4-fluoro-2-(1-phenyl-5-(2-(trifluoromethyl)phenyl)-1H-pyrazol-3-yl)phenoxy)butyric acid FC1=CC(=C(OCCCC(=O)O)C=C1)C1=NN(C(=C1)C1=C(C=CC=C1)C(F)(F)F)C1=CC=CC=C1